FC(C1=CC2=C(N=C(N=C2)NC2CCN(CC2)S(=O)(=O)C)N(C1=O)C1C2(CC2)CCC1)F 6-(difluoromethyl)-2-((1-(methylsulfonyl)piperidin-4-yl)amino)-8-(spiro[2.4]heptan-4-yl)pyrido[2,3-d]pyrimidin-7(8H)-one